tert-butyl (3R)-3-[(2S)-3-{3-[(2-aminoethyl)amino]phenyl}-1-(tert-butoxy)-1-oxopropane-2-yl]pyrrolidine-1-carboxylate NCCNC=1C=C(C=CC1)C[C@H](C(=O)OC(C)(C)C)[C@@H]1CN(CC1)C(=O)OC(C)(C)C